C1(CCCC1)CNC1=NC2=C(C=CC=C2C(=N1)N[C@H](C)C1CC1)C=1CCNCC1 (R)-N2-(cyclopentylmethyl)-N4-(1-cyclopropylethyl)-8-(1,2,3,6-tetrahydropyridin-4-yl)quinazoline-2,4-diamine